ClC=1C(=C(C(=O)OC)C=C(C1)/C(=N/O)/Cl)N(C)C methyl (Z)-3-chloro-5-(chloro(hydroxyimino)methyl)-2-(dimethylamino)benzoate